C(#N)C=1C=NN2C1C(=NC(=C2)C=2C=NN(C2)C)C=2C=CC(=NC2)N2C[C@H](CC2)CNC(OC(C)(C)C)=O tert-butyl (R)-((1-(5-(3-cyano-6-(1-methyl-1H-pyrazol-4-yl)pyrazolo[1,5-a]pyrazin-4-yl)pyridin-2-yl)pyrrolidin-3-yl)methyl)carbamate